[Ni].C1=CCCC=CCC1 [1,5-cyclooctadiene] nickel (0)